ClC=1C=C2C(=NC(=NC2=C(C1C1=C2C(=NNC2=CC=C1C)C)F)OC[C@H]1N(CCC1)C)N1C[C@H](N(C[C@@H]1C)C(C=C)=O)C 1-((2R,5S)-4-(6-chloro-7-(3,5-dimethyl-1H-indazol-4-yl)-8-fluoro-2-(((S)-1-methylpyrrolidin-2-yl)methoxy)quinazolin-4-yl)-2,5-dimethylpiperazin-1-yl)prop-2-en-1-one